C1CCC12CN(CC2)CC=2NC1=CC(=CC=C1C2)CN2N=NC(=C2)C2=C1C=NNC1=CC(=C2)NCCCl 4-(1-((2-((6-azaspiro[3.4]octane-6-yl)methyl)-1H-indol-6-yl)methyl)-1H-1,2,3-triazol-4-yl)-N-(2-chloroethyl)-1H-indazol-6-amine